C(#N)C1=C(C=CC=C1)[C@H]([C@@H](C)C=1N(C(C(=C(N1)C(=O)NC=1C=NOC1)O)=O)C)C=1C=NC(=CC1)C 2-((1S,2R)-1-(2-cyanophenyl)-1-(6-methylpyridin-3-yl)propan-2-yl)-5-hydroxy-N-(isoxazol-4-yl)-1-methyl-6-oxo-1,6-dihydropyrimidine-4-carboxamide